OC1=C(C=C(C=C1)C(C)(C)C)N1N=C2C(=N1)C=CC=C2 2-(2-hydroxy-5-tert-butylphenyl)-benzotriazole